(1'-isopropyl-6'-oxo-1',6'-dihydro-[3,3'-bipyridin]-5-yl)-1-methylindolin-2-one C(C)(C)N1C=C(C=CC1=O)C=1C=NC=C(C1)C1C(N(C2=CC=CC=C12)C)=O